S(=O)(=O)(O)C1=CC=C(C)C=C1.S(=O)(=O)(O)C1=CC=C(C)C=C1.CN1CCN2C=3C(=CC=CC13)[C@H]1[C@@H]2CCN(C1)CCCC(=O)C1=CC=C(C=C1)F 4-((6bR,10aS)-3-methyl-2,3,6b,9,10,10a-hexahydro-1H-pyrido[3',4':4,5]pyrrolo[1,2,3-de]quinoxalin-8(7H)-yl)-1-(4-fluorophenyl)-1-butanone ditosylate salt